ClC=1N(C2=CC=CC=C2C1\C=N\NC(=O)C=1OC2=C(C1)C(=CC(=C2)OC)OC)CCOCC (E)-N'-{[2-chloro-1-(2-ethoxyethyl)-1H-indol-3-yl]methylene}-4,6-dimethoxy-benzofuran-2-carbohydrazide